N-[2-(5-Methylthio-1H-indol-3-yl)ethyl]acetamide CSC=1C=C2C(=CNC2=CC1)CCNC(C)=O